2-(((2-Chloropyridin-5-yl)methyl)amino)ethanol ClC1=NC=C(C=C1)CNCCO